SC[C@H]1C[C@@H](NC1)CONC(=O)[C@H]1N2C(N([C@H](CC1)C2)OS(=O)(=O)O)=O (2S,5R)-N-{[(2R,4S)-4-Mercaptomethyl-pyrrolidin-2-yl]methyloxy}-7-oxo-6-(sulfooxy)-1,6-diazabicyclo[3.2.1]octane-2-carboxamide